(R)-N-(1-(3-(difluoro(1-isopropylpiperidin-4-yl)methyl)-2-fluorophenyl)ethyl)-6-(4-isopropylpiperazin-1-yl)-7-methoxypyrido[2,3-d]pyrimidin-4-amine FC(C=1C(=C(C=CC1)[C@@H](C)NC=1C2=C(N=CN1)N=C(C(=C2)N2CCN(CC2)C(C)C)OC)F)(C2CCN(CC2)C(C)C)F